N-(2,5-dimethyl-4-(2-methylbenzyl)phenyl)acetamide CC1=C(C=C(C(=C1)CC1=C(C=CC=C1)C)C)NC(C)=O